(1R,3S,5R)-2-(2-(4-amino-5-methoxy-9H-pyrimido[4,5-b]indol-9-yl)acetyl)-N-(6-bromopyridin-2-yl)-2-azabicyclo[3.1.0]hexane-3-carboxamide NC1=NC=NC=2N(C3=CC=CC(=C3C21)OC)CC(=O)N2[C@@H]1C[C@@H]1C[C@H]2C(=O)NC2=NC(=CC=C2)Br